CN1N=C(C=C1C(=O)N[C@H](C)C1=CC(=NO1)C1=CC(=NC=C1)C(F)(F)F)C(F)(F)F (R)-1-methyl-3-(trifluoromethyl)-N-(1-(3-(2-(trifluoromethyl)pyridin-4-yl)isoxazol-5-yl)ethyl)-1H-pyrazole-5-carboxamide